ClC1=CC(=C(C(=O)C2CCN(CC2)C(=O)[C@H]2CN(CC2)C(=O)OC(C)(C)C)C=C1Cl)O tert-butyl (3R)-3-[4-(4,5-dichloro-2-hydroxybenzoyl)piperidine-1-carbonyl]pyrrolidine-1-carboxylate